1,6-dibenzyl-3,4-dihydroquinolin-2(1H)-one C(C1=CC=CC=C1)N1C(CCC2=CC(=CC=C12)CC1=CC=CC=C1)=O